OC(C)C1=CC(=NC=2C(C(C=CC12)N[C@@H]([C@@H](C)CC)C(=O)O)O)C(=O)O[C@@H]([C@H](N)C(=O)O)C 4-(1-hydroxyethyl)-7-isoleucino-2-(threonin-O3-ylcarbonyl)-7,8-dihydroquinolin-8-ol